O1CCN(CC1)C=1C2=C(N=C(N1)NC1=NNC(=C1)C1=CC=CC=C1)C=C(O2)C(=O)O 4-morpholino-2-((5-phenyl-1H-pyrazol-3-yl)amino)furo[3,2-d]pyrimidine-6-carboxylic acid